N-(4-(((R)-1-hydroxy-4-methylpent-2-yl)amino)-6-(2-(2-oxoindolin-7-yl)propyl)-1,3,5-triazin-2-yl)methanesulfonamide OC[C@@H](CC(C)C)NC1=NC(=NC(=N1)CC(C)C=1C=CC=C2CC(NC12)=O)NS(=O)(=O)C